6-(2,6-dichloro-4-nitrophenoxy)-4,5-dimethylpyridazin-3(2H)-one ClC1=C(OC=2C(=C(C(NN2)=O)C)C)C(=CC(=C1)[N+](=O)[O-])Cl